FC=1C=C2C=C(N(C2=CC1)C)C 5-fluoro-1,2-dimethylindole